1,4-bis(5-ethyl-3-methoxy-2-octoxybenzyl)piperazine C(C)C=1C=C(C(=C(CN2CCN(CC2)CC2=C(C(=CC(=C2)CC)OC)OCCCCCCCC)C1)OCCCCCCCC)OC